[Si](C)(C)(C(C)(C)C)O[C@@H]([C@H](CC(N)=S)OC1CCCC1)C1=CC(=C(C(=C1)OC)C)OC (3S,4R)-4-((tert-butyldimethylsilyl)oxy)-3-(cyclopentyloxy)-4-(3,5-dimethoxy-4-methylphenyl)butanethioamide